ClC=1C(=C(C(=NC1)OC)C(O)C1=C(C(=C(C=C1C)OC)OC)OC)C (5-chloro-2-methoxy-4-methylpyridin-3-yl)(2,3,4-trimethoxy-6-methylphenyl)methanol